6-(cyclopropanecarboxamido)-4-((2-methoxy-3-(1-((3S,4R)-4-(methoxy-d3)tetrahydrofuran-3-yl)-1H-pyrazol-4-yl)phenyl)amino)pyridazine-3-carboxamide C1(CC1)C(=O)NC1=CC(=C(N=N1)C(=O)N)NC1=C(C(=CC=C1)C=1C=NN(C1)[C@H]1COC[C@@H]1OC([2H])([2H])[2H])OC